O-methylcytidine CO[C@H]1[C@@H](O[C@@H]([C@H]1O)CO)N1C(=O)N=C(N)C=C1